(3S)-3-[2-fluoro-3-(4-oxocyclohexyl)anilino]piperidine-2,6-dione FC1=C(N[C@@H]2C(NC(CC2)=O)=O)C=CC=C1C1CCC(CC1)=O